(S)-N-(4-(4-amino-7-benzyl-1-methyl-1H-pyrazolo[4,3-c]pyridin-3-yl)-2-(1-(4-fluorophenyl)ethoxy)phenyl)-1,1-difluoromethanesulfonamide NC1=NC=C(C2=C1C(=NN2C)C2=CC(=C(C=C2)NS(=O)(=O)C(F)F)O[C@@H](C)C2=CC=C(C=C2)F)CC2=CC=CC=C2